Pentan-2-ol CC(CCC)O